C(CCCCCCCCCCC)(=O)OCCCCCCCOCC1OC(OC1COCCCCCCCOC(CCCCCCCCCCC)=O)CCCC1CCN(CC1)C (((2-(3-(1-Methylpiperidin-4-yl)propyl)-1,3-dioxolane-4,5-diyl)bis(methylene))-bis(oxy))bis-(heptane-7,1-diyl) didodecanoate